C(C)(C)(C)C=1C=C(CC(C(=O)O)CCCCCC(C)C)C=C(C1O)C(C)(C)C.CN(C)CCCCOC(C1=CC=C(C=C1)N(C)C)=O.C(C1=CC=CC=C1)(=O)C1=CC=CC=C1 benzophenone 4-(N,N-dimethylamino)butyl-4-(N,N-dimethylamino)benzoate 3,5-di-tert-butyl-4-hydroxybenzyl-isooctyl-acetate